ethane-1-amine C(C)N